ClC=1C=C(C=C(C1)Cl)C1(CC(=NO1)N1CC=2C=NC(=CC2C1)C(=O)N1CC(CCC1)C(F)(F)F)C(F)(F)F (2-(5-(3,5-dichlorophenyl)-5-(trifluoromethyl)-4,5-dihydroisoxazol-3-yl)-2,3-dihydro-1H-pyrrolo[3,4-c]pyridin-6-yl)(3-(trifluoromethyl)piperidin-1-yl)methanone